3-hydroxyphthalic anhydride OC1=C2C(C(=O)OC2=O)=CC=C1